FC=1C(=NC=CC1)C=1N(C2=C(C=NC(=C2)N2C(NCC2)=O)N1)[C@H]1C[C@H](CCC1)NC(OC(C)(C)C)=O tert-butyl ((1S,3R)-3-(2-(3-fluoropyridin-2-yl)-6-(2-oxoimidazolidin-1-yl)-1H-imidazo[4,5-c]pyridin-1-yl)cyclohexyl)carbamate